COC1CC(C1)N1C(N(C=2N=NC=3C=CC(=CC3C21)C=2C=NC(=CC2)C(C(F)(F)F)OCCN2CC(CC2)OC)C)=O 1-(3-methoxycyclobutyl)-3-methyl-8-(6-(2,2,2-trifluoro-1-(2-(3-methoxypyrrolidin-1-yl)ethoxy)ethyl)pyridin-3-yl)-1,3-dihydro-2H-imidazo[4,5-c]cinnolin-2-one